O=C1NC(CCC1N1C(C2=CC(=CC=C2C=C1)S(=O)(=O)F)=O)=O 2-(2,6-dioxopiperidin-3-yl)-1-oxo-1,2-dihydroisoquinoline-7-sulfonylfluoride